C1(CCCCC1)C[C@@H](C(N[C@H](C=O)C[C@H]1C(NCC1)=O)=O)NC([C@H](C(C)C)NC(OCC1=CC=CC=C1)=O)=O Benzyl ((S)-1-(((S)-3-cyclohexyl-1-oxo-1-(((S)-1-oxo-3-((S)-2-oxopyrrolidin-3-yl)propan-2-yl)amino)propan-2-yl)amino)-3-methyl-1-oxobutan-2-yl)carbamate